O1C(CCCC1)N1N=CC2=CC=C(C=C12)/C=C/C(=O)NC=1C=C(C=CC1)C (E)-3-(1-(tetrahydro-2H-pyran-2-yl)-1H-indazol-6-yl)-N-(m-tolyl)acrylamide